COC(C(C)C(C1=CN=C(C=C1OC)Cl)=O)=O.NC=1N=C(SC1C(C1=CC=C(C=C1)F)=O)N(C1=CC=C(C=C1)OC)C(C(=O)N)C (N-[4-amino-5-(4-fluorobenzoyl)thiazol-2-yl]-4-methoxy-anilino)propanamide methyl-2-(6-chloro-4-methoxynicotinoyl)propanoate